C(CCCC)C=1C=CC=C2C(NC(C12)=O)=O 7-pentyl-Isoindoline-1,3-dione